N(C(=N)N)CCCCCC1=C(C(=NO1)C(=O)N)C1=CC=CC=C1 Guanidinopentyl-phenylisoxazolecarboxamide